N-[5-(2,2-difluoroethoxy)-4,6-dimethoxy-pyrimidin-2-yl]-5-isothiazol-3-yl-1H-pyrrole-3-sulfonamide FC(COC=1C(=NC(=NC1OC)NS(=O)(=O)C1=CNC(=C1)C1=NSC=C1)OC)F